Cl.N=1N(C=C2C1CNC2)CC2=CC1=C(C(=NO1)NS(=O)(=O)C1=C(C=CC(=C1)OC)OC)C(=C2)OC N-(6-((5,6-dihydropyrrolo[3,4-c]pyrazol-2(4H)-yl)methyl)-4-methoxybenzo[d]isoxazol-3-yl)-2,5-dimethoxybenzenesulfonamide hydrochloride